FC1=C(C=C(C=C1)F)[C@@H]1N(CCC1)C1=NC=2N(C=C1)N=CC2C2=CC=CC(=N2)N2CCN(CC2)CC2=C(C=C(C=C2)N2C(NC(CC2)=O)=O)F (R)-1-(4-((4-(6-(5-(2-(2,5-difluorophenyl)pyrrolidin-1-yl)pyrazolo[1,5-a]pyrimidin-3-yl)pyridin-2-yl)piperazin-1-yl)methyl)-3-fluorophenyl)dihydropyrimidine-2,4(1H,3H)-dione